C(C)OC(=O)C=1N=C2N(C=CC=C2Br)C1N 3-amino-8-bromo-imidazo[1,2-a]pyridine-2-carboxylic acid ethyl ester